CO[C@@]12[C@H](CN(C1)C(=O)N1CC3=C(CC1)NN=N3)CN(C2)C(CCC2=CC=C(C=C2)OC(F)(F)F)=O trans-1-[3a-methoxy-5-(1,4,6,7-tetrahydrotriazolo[4,5-c]pyridine-5-carbonyl)-3,4,6,6a-tetrahydro-1H-pyrrolo[3,4-c]pyrrol-2-yl]-3-[4-(tri-fluoromethoxy)phenyl]propan-1-one